C1(CC1)C1=NN(C=C1C1=NC(=CC=C1)NC)[C@@H]1C[C@H](C1)CNC=1C=C2C(N(C(C2=CC1)=O)C1C(NC(CC1)=O)=O)=O 5-(((trans-3-(3-cyclopropyl-4-(6-(methylamino)pyridin-2-yl)-1H-pyrazol-1-yl)cyclobutyl)methyl)amino)-2-(2,6-dioxopiperidin-3-yl)isoindoline-1,3-dione